S(=O)(=O)(O)[N+]1=C2C=C(C(=C(C2=CC2=CC=CC=C12)C)C)CCC N-sulfo-propyl-dimethyl-acridinium